O1COC2=C1C=CC(=C2)CC(C(=O)O)=O 3-(1,3-benzodioxol-5-yl)-2-oxopropanoic acid